[Na+].C(CC(O)(C(=O)O)CC(=O)[O-])(=O)[O-].[Na+] Sodium citrate sodium salt